O=S1(CCC(CC1)C(C(=O)N1CC2(CC2)C[C@H]1C(=O)N[C@@H](C[C@H]1C(NCC1)=O)C(COC(F)(F)F)=O)O)=O (6S)-5-(2-(1,1-dioxidotetrahydro-2H-thiopyran-4-yl)-2-hydroxyacetyl)-N-((S)-3-oxo-1-((S)-2-oxopyrrolidin-3-yl)-4-(trifluoromethoxy)butan-2-yl)-5-azaspiro[2.4]heptane-6-carboxamide